2,2-difluoro-N-[rac-(2R,3S)-1-[3-(1-methyl-6-oxopyridin-3-yl)-1,2-benzoxazol-6-yl]-5-oxo-2-phenylpyrrolidin-3-yl]propanamide FC(C(=O)N[C@@H]1[C@H](N(C(C1)=O)C1=CC2=C(C(=NO2)C2=CN(C(C=C2)=O)C)C=C1)C1=CC=CC=C1)(C)F |r|